C(C)(C)[Ge](C(C)C)C(C)C Tri(isopropyl)germanium